5-(2-chloro-5-(isobutyrylaminomethyl)benzoylamino)-N-(2,4-difluorophenyl)-1-(3-methoxypropyl)-1H-indole-2-carboxamide ClC1=C(C(=O)NC=2C=C3C=C(N(C3=CC2)CCCOC)C(=O)NC2=C(C=C(C=C2)F)F)C=C(C=C1)CNC(C(C)C)=O